ClC1=NC(=CC=C1)N 2-chloro-6-amino-pyridin